azanium acetate C(C)(=O)[O-].[NH4+]